N-(2,3-dihydro-benzo[1,4]dioxin-5-yl)-2-chloro-3-trifluoromethyl-benzamide O1CCOC2=C1C=CC=C2NC(C2=C(C(=CC=C2)C(F)(F)F)Cl)=O